N-(2-chloropyrimidin-5-yl)-6-(oxetan-3-ylmethoxy)isoquinolin-1-amine ClC1=NC=C(C=N1)NC1=NC=CC2=CC(=CC=C12)OCC1COC1